3-fluoro-4-(2-(1-(1-(3-isopropyl-1,2,4-oxadiazol-5-yl)piperidin-4-yl)ethoxy)thiazolo[5,4-b]pyridin-5-yl)-N,N-dimethylbenzamid FC=1C=C(C(=O)N(C)C)C=CC1C1=CC=C2C(=N1)SC(=N2)OC(C)C2CCN(CC2)C2=NC(=NO2)C(C)C